C(C)(C)C1=C(C=CC=C1)[C@@H]1CN(CCN1)CC=1C=NC(=CC1)OC (R)-3-(2-isopropylphenyl)-1-((6-methoxypyrid-3-yl)methyl)piperazine